1-Ethyl 2-(3-(4-(2-hydroxyethyl)piperidin-1-yl)isoxazol-5-yl)-3-methylbutanoate OCCC1CCN(CC1)C1=NOC(=C1)C(C(=O)OCC)C(C)C